1-[5-[3-cis-(trifluoromethoxy)cyclobutyl]-1,3,4-oxadiazol-2-yl]bicyclo[1.1.1]pentan-3-amine HCl Salt Cl.FC(OC1(CCC1)C1=NN=C(O1)C12CC(C1)(C2)N)(F)F